CC1=C(C=C(C(=O)O)C=C1)S(=O)(=O)C 4-methyl-3-(methylsulfonyl)benzoic acid